(S)-4-(8-amino-3-(1-but-2-ynoylpiperidin-2-yl)imidazo[1,5-a]pyrazin-1-yl)-N-(4-propylpyridin-2-yl)benzamide NC=1C=2N(C=CN1)C(=NC2C2=CC=C(C(=O)NC1=NC=CC(=C1)CCC)C=C2)[C@H]2N(CCCC2)C(C#CC)=O